COC(C1=CC=C(C=C1)NC(C(C1=CC=CC=C1)NC(=O)OCC1C2=CC=CC=C2C=2C=CC=CC12)=O)=O 4-(2-((((9H-fluoren-9-yl)methoxy)carbonyl)amino)-2-phenylacetylamino)benzoic acid methyl ester